C=C1OCC(O1)C 2-Methylen-4-methyl-1,3-dioxolan